FC(C1=CC=C(C=C1)N1N=C(C=2C1=NC=CC2)CNC(C=C)=O)(F)F N-((1-(4-(trifluoromethyl)phenyl)-1H-pyrazolo[3,4-b]pyridin-3-yl)methyl)acrylamide